NCC1=C(C=C(C=C1OC)C=1C(=C(C=CC1)C1=C(C(=CC=C1)NC(=O)C1=NC=CC=N1)C)C)F N-(4''-(aminomethyl)-3''-fluoro-5''-methoxy-2,2'-dimethyl-[1,1':3',1''-terphenyl]-3-yl)pyrimidine-2-carboxamide